OC(C(=O)NCC(CCO)C)C1=CC=CC2=CC=CC=C12 2-hydroxy-N-(4-hydroxy-2-methylbutyl)-2-(naphthyl)acetamide